4-(6-amino-4-fluoropyridin-3-yl)piperazine-1-carboxylic acid tert-butyl ester C(C)(C)(C)OC(=O)N1CCN(CC1)C=1C=NC(=CC1F)N